C(#N)C=1C(=C(C(=NC1)C(=O)O)C)C 5-Cyano-3,4-dimethylpicolinic acid